3-(2-methyl-5-(((5-(morpholinomethyl)pyridin-2-yl)methyl)thio)-4-oxoquinazolin-3(4H)-yl)piperidine-2,6-dione CC1=NC2=CC=CC(=C2C(N1C1C(NC(CC1)=O)=O)=O)SCC1=NC=C(C=C1)CN1CCOCC1